FC=1C(=CC=C2C=CC(=NC12)C1=C(C=CC=C1)F)C(=C(C#N)C#N)OC 2-((8-fluoro-2-(2-fluorophenyl)quinolin-7-yl)(methoxy)methylene)malononitrile